1-[6-chloro-3-(4-hydroxytetrahydrofuran-2-yl)-2-pyridyl]-5-methyl-pyrazole-3-carbonitrile ClC1=CC=C(C(=N1)N1N=C(C=C1C)C#N)C1OCC(C1)O